2,2-bisallyloxyethyl-1-butanol C(C=C)OC(CC(CCC)O)OCC=C